(3-methyl-2-(trifluoromethyl)pyridin-4-yl)methanol CC=1C(=NC=CC1CO)C(F)(F)F